BrC1=CC(=C(C=C1)C1N(CC=CC1)C)F (4-bromo-2-fluoro-phenyl)-1-methyl-3,6-dihydro-2H-pyridine